[5-(p-tolyl)tetrazol-2-yl]sodium C1(=CC=C(C=C1)C=1N=NN(N1)[Na])C